ClC=1C=C2C(N(C(=NC2=CC1)C(CCC)N1CCN(CCC1)C)CCC)=O 6-chloro-2-(1-(4-methyl-1,4-diazepan-1-yl)butyl)-3-propylquinazolin-4(3H)-one